N-(4-methoxyphenyl)-5-(3,4,5-trimethoxyphenyl)-[1,2,4]triazolo[1,5-c]pyrimidin-2-amine COC1=CC=C(C=C1)NC1=NN2C(=NC=CC2=N1)C1=CC(=C(C(=C1)OC)OC)OC